3-bis(diisopropylamino)phosphino-propionitrile C(C)(C)N(C(C)C)P(CCC#N)N(C(C)C)C(C)C